[Br-].CN1C=[N+](C=C1)CCC[Si](OC)(OC)OC 1-methyl-3-(3-(trimethoxysilyl)propyl)-1H-imidazol-3-ium bromide